N-[[6-[Butyl(methyl)amino]-2-pyridyl]sulfonyl]-2-(2,2,4-trimethylpyrrolidin-1-yl)pyridin-3-carboxamid C(CCC)N(C1=CC=CC(=N1)S(=O)(=O)NC(=O)C=1C(=NC=CC1)N1C(CC(C1)C)(C)C)C